C(C)(C)(C)C1=CC(=CC2=C1OP(OC1=C2C=C(C=C1C(C)(C)C)OC)O[C@H](C(F)(F)F)CP1[C@H](CC[C@@H]1C1=CC=CC=C1)C1=CC=CC=C1)OC 4,8-di-tert-butyl-6-(((R)-3-((2R,5R)-2,5-diphenylphospholane-1-yl)-1,1,1-trifluoropropan-2-yl)oxy)-2,10-dimethoxydibenzo[d,f][1,3,2]Dioxaphosphepine